(4R)-N-((R)-cyclopropyl(2-fluoro-4-(trifluoromethyl)phenyl)methyl)-4-(difluoromethyl)-1-(3-(methylsulfonyl)benzoyl)-D-prolinamide C1(CC1)[C@@H](NC([C@@H]1N(C[C@@H](C1)C(F)F)C(C1=CC(=CC=C1)S(=O)(=O)C)=O)=O)C1=C(C=C(C=C1)C(F)(F)F)F